O=C1SCCC1C=O 2-oxo-tetrahydrothiophene-3-formaldehyde